CCCCC/C=C\\C/C=C\\C/C=C\\C/C=C\\C/C=C\\CCC(=O)SCCNC(=O)CCNC(=O)[C@@H](C(C)(C)COP(=O)(O)OP(=O)(O)OC[C@@H]1[C@H]([C@H]([C@@H](O1)N2C=NC3=C(N=CN=C32)N)O)OP(=O)(O)O)O The molecule is an unsaturated fatty acyl-CoA that results from the formal condensation of the thiol group of coenzyme A with the carboxy group of (4Z,7Z,10Z,13Z,16Z)-docosapentaenoic acid It has a role as a mouse metabolite. It is a long-chain fatty acyl-CoA, an unsaturated fatty acyl-CoA and a (4Z,7Z,10Z,13Z,16Z)-docosapentaenoyl derivative. It derives from a (4Z,7Z,10Z,13Z,16Z)-docosa-4,7,10,13,16-pentaenoic acid. It is a conjugate acid of a (4Z,7Z,10Z,13Z,16Z)-docosapentaenoyl-CoA(4-).